2-(benzo[d]thiazol-2-yl)acetic acid S1C(=NC2=C1C=CC=C2)CC(=O)O